Cl.ClC1=C(C=CC=C1C1=C(C=C(C=C1)F)F)[C@@]1(CC(N(C(N1)=N)[C@H]1C[C@H](NCC1)C)=O)C |o1:23,25| (6S)-6-[2-Chloro-3-(2,4-difluoro-phenyl)phenyl]-2-imino-6-methyl-3-[(2R*,4R*)-2-methylpiperidin-4-yl]hexahydropyrimidin-4-one hydrochloride